IC1=C(C=C(C=C1)C)N(C(C(=C)C)=O)C N-(2-iodo-5-methylphenyl)-N-methyl-methacrylamide